S(=O)(=O)(ON1C(C(CC1=O)S(=O)(=O)O)=O)[O-] sulfosuccinimidyl sulfate